C1=C(C=CC2=CC=CC=C12)NC1=CC=C(C=C1)NC1=CC2=CC=CC=C2C=C1 N,N'-bis(2-naphthyl)-p-phenylenediamine